CC1=CC(=NC(=C1)S(=O)(=O)C)NC1=CC(=NC=C1C1=NN(C=C1)CC(=O)N1CCOCC1)NC(C)=O N-(4-((4-methyl-6-(methylsulfonyl)pyridin-2-yl)amino)-5-(1-(2-morpholino-2-oxoethyl)-1H-pyrazol-3-yl)pyridin-2-yl)acetamide